S1C(=NC2=C1C=CC=C2)NC2=C(C1=C(N=N2)N(CC1)C=1C(=NC=CC1)C(=O)O)C {3-[(1,3-benzothiazol-2-yl)amino]-4-methyl-5H,6H,7H-pyrrolo[2,3-c]pyridazin-7-yl}pyridine-2-carboxylic acid